(R)-5-((3-aminopiperidin-1-yl)methyl)-3-((4-(4-morpholino-7H-pyrrolo[2,3-d]pyrimidin-6-yl)phenoxy)methyl)pyridin-2-amine N[C@H]1CN(CCC1)CC=1C=C(C(=NC1)N)COC1=CC=C(C=C1)C1=CC2=C(N=CN=C2N2CCOCC2)N1